2-((1R,2R,4S)-2-amino-7-aza-bicyclo[2.2.1]heptan-7-yl)-5-(7-chloro-2-methyl-benzo[d]thiazol-6-yl)-3-methyl-3,7-dihydro-4H-pyrrolo[2,3-d]pyrimidin-4-one N[C@H]1[C@H]2CC[C@@H](C1)N2C=2N(C(C1=C(N2)NC=C1C1=C(C2=C(N=C(S2)C)C=C1)Cl)=O)C